C1(=CC=C(C=C1)C(C)NC(C)=O)C N-(1-(p-tolyl)ethyl)acetamide